di-tert-butyl (((6-hydroxy-5'-methyl-4-pentyl-2'-(prop-1-en-2-yl)-1',2',3',4'-tetrahydro-[1,1'-biphenyl]-2-yl)oxy)methyl) phosphate P(=O)(OC(C)(C)C)(OC(C)(C)C)OCOC1=C(C(=CC(=C1)CCCCC)O)C1C(CCC(=C1)C)C(=C)C